2-bromo-5-pyrrolidin-1-yl-1,3,4-thiadiazole BrC=1SC(=NN1)N1CCCC1